2-(4-((5-iodopyrimidin-2-yl)amino)-3-methoxy-1H-pyrazol-1-yl)acetonitrile IC=1C=NC(=NC1)NC=1C(=NN(C1)CC#N)OC